5-((6'-chloro-3-fluoro-4'-(((R)-3-hydroxybutyl)amino)-[2,3'-bipyridin]-5-yl)methyl)hexahydro-1H-thieno[3,4-c]pyrrole 2,2-dioxide ClC1=CC(=C(C=N1)C1=NC=C(C=C1F)CN1CC2C(C1)CS(C2)(=O)=O)NCC[C@@H](C)O